FC1(CN(C1)C=1C=C(C(=NC1)N1C=C(C=C1C)C(=O)OC)OCOC)F methyl 1-[5-(3,3-difluoroazetidin-1-yl)-3-(methoxymethoxy)pyridin-2-yl]-5-methylpyrrole-3-carboxylate